C(C1CO1)OCCC[Si](OC)(OC)OC γ-Glycidyloxypropyltrimethoxysilan